4-amino-2-ethoxymethyl-α,α-dimethyl-1H-imidazolo[4,5-c]quinolin-1-ethanol NC1=NC=2C=CC=CC2C2=C1N=C(N2CC(O)(C)C)COCC